O=C1[C@]2(C[C@H](N(C2)C(=O)OC(C)(C)C)C(=O)OCC)CCN1 2-(t-butyl) 3-ethyl (3S,5S)-6-oxo-2,7-diazaspiro[4.4]nonane-2,3-dicarboxylate